4-(4,4-difluorocyclohexyl)-2-(1-methyl-1H-pyrazol-5-yl)oxazol-5(4H)-one FC1(CCC(CC1)C1N=C(OC1=O)C1=CC=NN1C)F